COC1=C(CNC(NC2=C(C(=O)OC)C=CC(=C2)C(=O)OC)=O)C=CC(=C1)OC dimethyl 2-(3-(2,4-dimethoxybenzyl)ureido)terephthalate